4-(4-(3,3-dimethyl-2,3-dihydro-1H-pyrrolo[3,2-b]pyridin-1-yl)pyridin-2-yl)-N1-(2-(Dimethylamino)ethyl)-5-methoxy-N1-methylbenzene-1,2,4-triamine CC1(CN(C=2C1=NC=CC2)C2=CC(=NC=C2)C2(CC(=C(C=C2OC)N(C)CCN(C)C)N)N)C